2-(3-(4-(7H-pyrrolo[2,3-d]pyrimidin-4-yl)-1H-pyrazol-1-yl)-1-(2-cyclopropylacetyl)azetidin-3-yl)acetonitrile N1=CN=C(C2=C1NC=C2)C=2C=NN(C2)C2(CN(C2)C(CC2CC2)=O)CC#N